COC1=C(C=C(C=C1)C(=C)C)S(=O)(=O)NC(=O)C1=NC2=CC=CC(=C2C=C1)N1N=CC=C1 N-((2-methoxy-5-(prop-1-en-2-yl)phenyl)sulfonyl)-5-(1H-pyrazol-1-yl)quinoline-2-carboxamide